FC=1C=C2CCCC(C2=CC1)=O 6-fluoro-3,4-dihydro-2H-1-naphthalenone